copper-bismuth carbonate C([O-])([O-])=O.[Bi+3].[Cu+2]